methyl (S)-2-(4-acetyl-2,6-difluorobenzamido)-3-(8-(2-chloro-4-cyano phenyl)quinolin-5-yl)propanoate C(C)(=O)C1=CC(=C(C(=O)N[C@H](C(=O)OC)CC2=C3C=CC=NC3=C(C=C2)C2=C(C=C(C=C2)C#N)Cl)C(=C1)F)F